(R)-N-(5-(3-((2-fluoroethoxy)methyl)-4-(5-fluoropyridin-2-yl)piperazin-1-yl)pyrazin-2-yl)-6-(1-methyl-1H-pyrazol-4-yl)nicotinamide FCCOC[C@H]1CN(CCN1C1=NC=C(C=C1)F)C=1N=CC(=NC1)NC(C1=CN=C(C=C1)C=1C=NN(C1)C)=O